1-(4,7-di-n-butoxynaphthyl)tetrahydrothiophenium C(CCC)OC1=CC=C(C2=CC(=CC=C12)OCCCC)[S+]1CCCC1